tetra-isoamyl tetra-acrylate C(C=C)(=O)OCCC(C)C.C(C=C)(=O)OCCC(C)C.C(C=C)(=O)OCCC(C)C.C(C=C)(=O)OCCC(C)C